DIPHENYLMETHYL ISOCYANIDE C1(=CC=CC=C1)C(C1=CC=CC=C1)[N+]#[C-]